C[C@]12CC(C[C@](CC1)(N2)C)=CC=2N=NC(=CN2)C2=C(C=C(C=C2)N2C=NC=C2)O 2-(3-((E)-((1R,5S)-1,5-dimethyl-8-azabicyclo[3.2.1]octan-3-ylidene)methyl)-1,2,4-triazin-6-yl)-5-(1H-imidazol-1-yl)phenol